FC(C(=O)O)(F)F.N1=CN=CC(=C1)C(CC#N)N1N=CC(=C1)C=1C2=C(N=CN1)NC=C2 3-pyrimidin-5-yl-3-[4-(7H-pyrrolo-[2,3-d]pyrimidin-4-yl)-1H-pyrazol-1-yl]propanenitrile trifluoroacetate